CCC(=C)CC\C=C(/C)\CCC=C(C)C trans-β-Farnesen